OC1=CC=C2C(=C(C(OC2=C1C=O)=O)C=CC(=O)N1CCN(CC1)C)C 7-hydroxy-4-methyl-3-[3-(4-methyl-piperazin-1-yl)-3-oxo-propenyl]-2-oxo-2H-chromene-8-carboxaldehyde